N2-(4-((2-(dimethylamino)ethyl)(methyl)amino)-2-methoxy-5-nitrophenyl)-4-(1H-indol-1-yl)-N5-methylpyrimidine-2,5-diamine CN(CCN(C1=CC(=C(C=C1[N+](=O)[O-])NC1=NC=C(C(=N1)N1C=CC2=CC=CC=C12)NC)OC)C)C